O=C1NC(CCC1N1C(C2=CC=C(C=C2C1)CNC([C@H]([C@@H](C)O)NC(OCC1=CC=CC=C1)=O)=O)=O)=O benzyl ((2S,3R)-1-(((2-(2,6-dioxopiperidin-3-yl)-1-oxoisoindolin-5-yl)methyl)amino)-3-hydroxy-1-oxobutan-2-yl)carbamate